2-N-cyclohexyl-Benzothiazolesulfenamide C1(CCCCC1)NSC=1SC2=C(N1)C=CC=C2